FC(CN1CC(N(CC1)CC1=C2C=CNC2=C(C=C1OC)C)C1=CC(=C(C(=O)O)C=C1)O)F 4-(4-(2,2-difluoroethyl)-1-((5-methoxy-7-methyl-1H-indol-4-yl)methyl)piperazin-2-yl)-2-hydroxybenzoic acid